N-(4-(4-(3-(4,4-difluoropiperidin-1-yl)-1,2,4-thiadiazol-5-yl)-1H-1,2,3-triazol-1-yl)-3-(6-azaspiro[2.5]octan-6-yl)phenyl)methanesulfonamide FC1(CCN(CC1)C1=NSC(=N1)C=1N=NN(C1)C1=C(C=C(C=C1)NS(=O)(=O)C)N1CCC2(CC2)CC1)F